Cl.N1CCC2(CC1)CC1=C(N=CS1)[C@H]2N (4S)-spiro[4,6-dihydro-cyclopenta[d]thiazol-5,4'-piperidin]-4-amine hydrochloride